C(CCCCCCC\C=C/C\C=C/C\C=C/CC)(=O)O (9,12,15)-linolenic acid